OCCN1CCN(CC1)CCS(=O)(=O)O 2-(4-(2-hydroxyethyl)-piperazino)-ethylsulfonic acid